racemic-2-(((3-chloro-4-fluorophenyl)(5-methyl-4-(methylsulfonyl)-1H-imidazol-2-yl)meth-oxy)methyl)pyridine ClC=1C=C(C=CC1F)[C@@H](OCC1=NC=CC=C1)C=1NC(=C(N1)S(=O)(=O)C)C |r|